tert-butyl (3S)-3-(1-piperidyl)piperidine-1-carboxylate N1(CCCCC1)[C@@H]1CN(CCC1)C(=O)OC(C)(C)C